3-phenyl-1-((tetrahydro-2H-pyran-4-yl)methyl)pyrrolidine-2,5-dione C1(=CC=CC=C1)C1C(N(C(C1)=O)CC1CCOCC1)=O